(E)-methyl 2-(((2-bromo-5-chlorophenyl)amino)(((5-methylisoxazol-3-yl)methyl)thio)methylene)-3-oxobutanoate BrC1=C(C=C(C=C1)Cl)N/C(/SCC1=NOC(=C1)C)=C(\C(=O)OC)/C(C)=O